5-(benzyloxy)-4-(4,4,5,5-tetramethyl-1,3,2-dioxaborolan-2-yl)-1-(2,2,2-trifluoroethyl)-1H-pyrazole C(C1=CC=CC=C1)OC1=C(C=NN1CC(F)(F)F)B1OC(C(O1)(C)C)(C)C